CC1OCCC1S 2-methyl-3-tetrahydrofuranthiol